8-(cyclopropylmethyl)-2-(methylsulfinyl)-7-oxo-7,8-dihydropyrido[2,3-d]pyrimidine-6-carbonitrile C1(CC1)CN1C(C(=CC2=C1N=C(N=C2)S(=O)C)C#N)=O